NC1=NC=2C=C(C(=CC2C2=C1N(N=C2)C)C(=O)N([C@H](C)C=2N=NC(=CC2)C(F)(F)F)C)F 4-amino-7-fluoro-N,3-dimethyl-N-((1R)-1-(6-(trifluoromethyl)-3-pyridazinyl)ethyl)-3H-pyrazolo[3,4-c]quinoline-8-carboxamide